7-(8-cyclopropylnaphthalen-1-yl)-N-((1-(dimethylamino)cyclobutyl)methyl)-8-fluoro-2-(((2S,7aR)-2-fluorotetrahydro-1H-pyrrolizin-7a(5H)-yl)methoxy)pyrido[4,3-d]pyrimidin-4-amine C1(CC1)C=1C=CC=C2C=CC=C(C12)C1=C(C=2N=C(N=C(C2C=N1)NCC1(CCC1)N(C)C)OC[C@@]12CCCN2C[C@H](C1)F)F